3,7-Diethylnonane-4,6-dione C(C)C(CC)C(CC(C(CC)CC)=O)=O